N-tert.-Butyl-4-[[2-(3-chlorophenyl)acetyl]amino]pyridin C(C)(C)(C)N1CC=C(C=C1)NC(CC1=CC(=CC=C1)Cl)=O